N-(2-Azidophenyl)-6-((2-(dimethylamino)ethyl)(4-methoxybenzyl)amino)nicotinamide N(=[N+]=[N-])C1=C(C=CC=C1)NC(C1=CN=C(C=C1)N(CC1=CC=C(C=C1)OC)CCN(C)C)=O